The molecule is an acetate ester and a hemiaminal. It derives from an ajmaline. It is a conjugate base of a 17-O-acetylajmalinium. CC[C@H]1[C@@H]2C[C@H]3[C@H]4[C@@]5(C[C@@H](C2[C@H]5OC(=O)C)N3[C@@H]1O)C6=CC=CC=C6N4C